3-bromo-5-(3-chloro-5-fluorophenoxy)-1-((3,3-difluorocyclobutyl)methyl)-1H-1,2,4-triazole BrC1=NN(C(=N1)OC1=CC(=CC(=C1)F)Cl)CC1CC(C1)(F)F